(1S,2S)-N1,N1-Dimethylcyclohexane-1,2-diamine CN(C)[C@H]1CCCC[C@@H]1N